CC1(CC(CC1)OC=1C=C(C=CC1)C1=C(N=C(S1)N)C1=C(C=CC=C1C)C)C 5-[3-(3,3-dimethylcyclopentoxy)phenyl]-4-(2,6-dimethylphenyl)thiazol-2-amine